N1(N=NC=C1)CCC(=O)N1C[C@H](CCC1)C1=CC(=C2C=C(NC2=C1F)C(=O)OC)Cl (R)-methyl 6-(1-(3-(1H-1,2,3-triazol-1-yl)propanoyl)piperidin-3-yl)-4-chloro-7-fluoro-1H-indole-2-carboxylate